pyrene-amine C1(=CC=C2C=CC3=CC=CC4=CC=C1C2=C34)N